5-(1-(2,2-difluoroethyl)-2-methyl-1H-imidazo[4,5-b]pyridin-6-yl)-N-(cis-3-morpholinocyclobutyl)pyrrolo[2,1-f][1,2,4]triazin-2-amine FC(CN1C(=NC2=NC=C(C=C21)C=2C=CN1N=C(N=CC12)N[C@@H]1C[C@@H](C1)N1CCOCC1)C)F